C(C)S(=O)(=O)C1=C(N=C(N1C)C=1C=NN(C1)CC(F)(F)F)N1CC=2C=C3C(=CC2C1=O)OC(O3)(F)F 6-[5-ethylsulfonyl-1-methyl-2-[1-(2,2,2-trifluoroethyl)pyrazol-4-yl]imidazol-4-yl]-2,2-difluoro-5H-[1,3]dioxolo[4,5-f]isoindol-7-one